(S)-N-(2-(2,2-dimethyl-3-oxo-2,3-dihydrobenzofuran-6-ylamino)-4-(2-hydroxy-1-phenylethylamino)pyrimidine-5-carbonyloxy)cyclopropanecarboximidamide CC1(OC2=C(C1=O)C=CC(=C2)NC2=NC=C(C(=N2)N[C@H](CO)C2=CC=CC=C2)C(=O)ONC(=N)C2CC2)C